COCC(=O)N1CCC(CC1)NC1=NC=C(C(=N1)NCC=1C(=NC=CC1)N(S(=O)(=O)C)C)C(F)(F)F N-[3-({[2-{[1-(methoxyacetyl)piperidin-4-yl]amino}-5-(trifluoromethyl)pyrimidin-4-yl]amino}methyl)pyridin-2-yl]-N-methylmethane-sulfonamide